3-(4-(ethylsulfonamido)-3-((4-fluoro-2-methylbenzyl)oxy)phenyl)-5-(pyrazin-2-ylamino)-1H-pyrazole-4-carboxamide C(C)S(=O)(=O)NC1=C(C=C(C=C1)C1=NNC(=C1C(=O)N)NC1=NC=CN=C1)OCC1=C(C=C(C=C1)F)C